tert-butyl (4-((8-chloro-4,5-dihydrobenzo[b]thieno[2,3-d]oxepin-9-yl)methoxy)benzyl)carbamate ClC=1C(=CC2=C(OCCC3=C2SC=C3)C1)COC1=CC=C(CNC(OC(C)(C)C)=O)C=C1